(3aR,6aS)-5-[[6-(1,3-dimethylpyrazol-4-yl)pyridazin-3-yl]oxy-methyl]-2-(2-methyl-butyl)-3,3a,4,5,6,6a-hexahydro-1H-cyclopenta[c]pyrrole CN1N=C(C(=C1)C1=CC=C(N=N1)OCC1C[C@@H]2[C@@H](CN(C2)CC(CC)C)C1)C